4-((R)-3-(3,4-dihydroisoquinolin-2(1H)-yl)-2-hydroxypropyl)-7-((1-methyl-5-oxopyrrolidin-3-yl)amino)-3,4-dihydrobenzo[f][1,4]oxazepin-5(2H)-one C1N(CCC2=CC=CC=C12)C[C@H](CN1CCOC2=C(C1=O)C=C(C=C2)NC2CN(C(C2)=O)C)O